N-(4-{1-[(2,3-difluorophenyl)carbonyl]piperidin-4-yl}butyl)-1H-pyrrolo[3,2-c]pyridine-2-carboxamide FC1=C(C=CC=C1F)C(=O)N1CCC(CC1)CCCCNC(=O)C1=CC=2C=NC=CC2N1